N-(5-Chloropyrimidin-2-yl)-2-[(2's,4r)-2'-fluoro-1-oxo-6-(trifluoromethyl)spiro[3H-isoquinolin-4,1'-cyclopropan]-2-yl]acetamide ClC=1C=NC(=NC1)NC(CN1C(C2=CC=C(C=C2[C@@]2([C@H](C2)F)C1)C(F)(F)F)=O)=O